beta-alanyl-hydroxyprolinyl-diaminobutyric acid NCCC(=O)N1[C@@H](C[C@@H](O)C1)C(=O)C(C(C(=O)O)(N)N)C